C(=C)OCC(C(=O)OC)=C methyl α-vinyloxymethylacrylate